5-Methyl-1-(1-(4-(6-(methylsulfonyl)pyridin-3-yl)benzyl)-1H-indol-5-yl)-1H-pyrazol-3-carboxamid CC1=CC(=NN1C=1C=C2C=CN(C2=CC1)CC1=CC=C(C=C1)C=1C=NC(=CC1)S(=O)(=O)C)C(=O)N